methyl 3-[[4-(3-aminopropanamido)-1-methylimidazol-2-yl]formamido]propanoate hydrochloride Cl.NCCC(=O)NC=1N=C(N(C1)C)C(=O)NCCC(=O)OC